C(C1=CC=CC=C1)OC=1C(=CC2=C(N(N=N2)C2=CC=C(C=C2)Br)C1F)F 6-(benzyloxy)-1-(4-bromophenyl)-5,7-difluoro-1H-benzo[d][1,2,3]triazole